2-Chloro-4-[1-(4-methoxy-phenyl)-vinyl]-quinazoline ClC1=NC2=CC=CC=C2C(=N1)C(=C)C1=CC=C(C=C1)OC